N-[4-(benzyloxy)phenyl]-N,1,2-trimethyl-5-(tetramethyl-1,3,2-dioxaborolan-2-yl)-1H-pyrrole-3-carboxamide C(C1=CC=CC=C1)OC1=CC=C(C=C1)N(C(=O)C1=C(N(C(=C1)B1OC(C(O1)(C)C)(C)C)C)C)C